iron oxysulfide O=S.[Fe]